FC=1C(=C2C(=NC1)NC(=N2)C2CCC(CC2)(C(F)(F)F)O)C2CCN(CC2)C(=O)OC(C)(C)C tert-butyl 4-[6-fluoro-2-[4-hydroxy-4-(trifluoromethyl)cyclohexyl]-3H-imidazo[4,5-b]pyridin-7-yl]piperidine-1-carboxylate